tert-butyl ((1-bromo-3-oxo-4,6,7,8-tetrahydro-3H-9-oxa-2-thia-4-azabenzo[cd]azulen-5-yl)methyl)(4-methoxybenzyl)carbamate BrC=1SC2=C3C(CCCOC13)=C(NC2=O)CN(C(OC(C)(C)C)=O)CC2=CC=C(C=C2)OC